5-trifluoromethyl-pyridine-2-carboxaldehyde FC(C=1C=CC(=NC1)C=O)(F)F